2-(3-bromo-2-fluorophenyl)propan-2-ol BrC=1C(=C(C=CC1)C(C)(C)O)F